C(C)(C)(C)N1C[C@H](CC1)CNC(=O)N1CCN(C2=CC=CC=C12)C(C1=CC=CC=C1)=O Tert-butyl-(R)-3-((4-benzoyl-1,2,3,4-tetrahydroquinoxaline-1-carboxamido)methyl)pyrrolidine